3-bromo-4-chlorodibenzofuran BrC=1C=CC2=C(OC3=C2C=CC=C3)C1Cl